ClC=1C(=CC(=C(C(=O)NC2=NC(=CC=C2)OC[C@@H]2OC(OC2)(C)C)C1)OC1=C(C=C(C=C1)F)C)C(F)(F)F (S)-5-chloro-N-(6-((2,2-dimethyl-1,3-dioxolan-4-yl)methoxy)pyridin-2-yl)-2-(4-fluoro-2-methylphenoxy)-4-(trifluoromethyl)benzamide